C(CCCCCCCCCCCCCC)[Mg]Cl pentadecyl-magnesium chloride